C(C=C)N1N(C2=NC(=NC=C2C1=O)NC1=CC=C2C=CN=CC2=C1)C1=NC(=CC=C1)OC1CCNCC1 2-allyl-6-(7-isoquinolylamino)-1-[6-(4-piperidyloxy)-2-pyridyl]-1,2-dihydro-3H-1,2,5,7-tetraazainden-3-one